S1C(=CC=C1)C#CCO 3-(thien-2-yl)prop-2-yn-1-ol